CC(C=O)CCCCCCCC 2-methyldecanal